(R)-2-((5-(6-(((1,1,1,3,3,3-hexafluoropropan-2-yl)oxy)carbonyl)-6-azaspiro[2.5]octane-1-carboxamido)pyridin-2-yl)oxy)acetic acid FC(C(C(F)(F)F)OC(=O)N1CCC2(C[C@H]2C(=O)NC=2C=CC(=NC2)OCC(=O)O)CC1)(F)F